FC1=C(C=CC=C1F)C=1SC=C(N1)C[C@@H]1C=2C(N(C=NC2CC[C@@H]1NS(=O)(=O)C)C(C)C)=O |o1:14,23| rel-N-[(5R,6S)-5-{[2-(2,3-difluorophenyl)-1,3-thiazol-4-yl]methyl}-4-oxo-3-(propan-2-yl)-3,4,5,6,7,8-hexahydroquinazolin-6-yl]methanesulfonamide